NCCC[SiH2]C=C(OC)OC 3-aminopropyl-dimethoxyvinylsilane